2-(2-(furan-2-yl)vinyl)-1,3-dioxan O1C(=CC=C1)C=CC1OCCCO1